ClC1=CC=C(C=C1)[C@H](NC(=O)N1[C@@H](C(NCC1)=O)C)C=1C=NC(=CC1)C(F)(F)F |o1:7| (2R)-N-((S or R)-(4-chlorophenyl)(6-(trifluoromethyl)pyridin-3-yl)methyl)-2-methyl-3-oxopiperazine-1-carboxamide